FC=1C(=NC=CC1)C(=O)N 3-fluoropicolinamide